tert-butyl (R)-4-(1-((4-methoxypyrazolo[1,5-a]pyridin-5-yl)carbamoyl)-2,3-dihydro-1H-pyrrolo[2,3-b]pyridin-4-yl)-2-methylpiperazine-1-carboxylate COC=1C=2N(C=CC1NC(=O)N1CCC=3C1=NC=CC3N3C[C@H](N(CC3)C(=O)OC(C)(C)C)C)N=CC2